C1(=CC=CC=C1)N(C(=O)N1[C@@H]([C@H]2CC[C@@H](C1)N2C(N(CC=2N=CSC2)CC)=O)C(=O)O)C2=CC=CC=C2 (1R,2S,5S)-3-(diphenylcarbamoyl)-8-(ethyl(thiazole-4-ylmethyl)carbamoyl)-3,8-diazabicyclo[3.2.1]octane-2-carboxylic acid